sodium dinaphtho[2,1-b:1',2'-d]furan-3,9-disulfonate C1=CC(=CC=2C=CC=3OC4=C(C3C12)C1=CC=CC=C1C(=C4)S(=O)(=O)[O-])S(=O)(=O)[O-].[Na+].[Na+]